C1(CC1)C=1C=CC=2C(N(C=3N(C2N1)N=CC3C(F)(F)F)CC(=O)O)=O [8-cyclopropyl-5-oxo-3-(trifluoromethyl)pyrazolo[1,5-a]pyrido[3,2-e]pyrimidin-4(5H)-yl]acetic acid